N1(C2=C(OCCC1)N=C1C(=C2)C=CN1)C1=C(C(=O)NS(=O)(=O)C2=CC(=C(C=C2)NC[C@@H]2OC[C@@](CC2)(C)O)[N+](=O)[O-])C=CC=C1 2-(3,4-dihydro-2H-pyrrolo[3',2':5,6]pyrido[2,3-b][1,4]oxazepin-1(7H)-yl)-N-((4-((((2R,5S)-5-hydroxy-5-methyltetrahydro-2H-pyran-2-yl)methyl)amino)-3-nitrophenyl)sulfonyl)benzamide